ClC1=C(C=CC(=C1)C(NC)=O)C=1N=C2N(C=CC(=C2)C)C1C[C@H]1CN(CCO1)C(=O)OC methyl (S)-2-((2-(2-chloro-4-(methylcarbamoyl)phenyl)-7-methyl-imidazo[1,2-a]pyridin-3-yl)methyl)morpholine-4-carboxylate